2,4-dimethyl-1-cyclopentyl acrylate C(C=C)(=O)OC1C(CC(C1)C)C